OC=1C=C(C=CC1O)C=CC(=O)C1=CC=C(C=C1)OC 3-(3,4-dihydroxyphenyl)-1-(4-methoxyphenyl)-2-propen-1-one